COC=1C=C2C(=C(C=NC2=CC1OC)S(=O)(=O)C1=CC=C(C=C1)OC)N1CCC(CC1)(O)C1=CC=CC=C1 1-(6,7-dimethoxy-3-((4-methoxyphenyl)sulfonyl)quinolin-4-yl)-4-phenylpiperidin-4-ol